tert-butyl (3-(((2,4-dihydroxy-5-iodobenzyl)amino)methyl)-2-fluorophenyl)carbamate OC1=C(CNCC=2C(=C(C=CC2)NC(OC(C)(C)C)=O)F)C=C(C(=C1)O)I